C(C1=CC=CC=C1)OC1=C2C(=C(N(C2=CC=C1)C1=CC(=C(C=C1)F)C)C1CCOCC1)C1CC2(CC(C2)C(=O)O)C1 6-[4-benzyloxy-1-(4-fluoro-3-methyl-phenyl)-2-tetrahydropyran-4-yl-indol-3-yl]spiro[3.3]heptane-2-carboxylic acid